6-{2-[3-methoxy-4-(3-piperidinopropoxy)phenylamino]-4-pyrimidinylamino}-3,4-dihydro-2(1H)-quinolinone COC=1C=C(C=CC1OCCCN1CCCCC1)NC1=NC=CC(=N1)NC=1C=C2CCC(NC2=CC1)=O